ClC1=NC=C(C(=N1)N1CCC(CC1)C(=O)N1OCC[C@H]1C1=NC=CN=C1)F [1-(2-chloro-5-fluoro-pyrimidin-4-yl)-4-piperidyl]-[(3S)-3-pyrazin-2-ylisoxazolidin-2-yl]methanone